N1=CC=C(C=C1)C=1N=CSC1 4-Pyridin-4-yl-thiazol